C1(CCC1)CN(C(=O)OCC1=C(N=NN1C)C1=CC=C(C(=N1)C)O[C@H]1C[C@H](CCCC1)C(=O)O)C (1S,3R)-3-((6-(5-((((cyclobutylmethyl)(methyl)carbamoyl)oxy)methyl)-1-methyl-1H-1,2,3-triazol-4-yl)-2-methylpyridin-3-yl)oxy)cycloheptane-1-carboxylic Acid